5,8-dibromospiro[1,2,4,9-tetrahydrocarbazole-3,2'-1,3-dioxolane] BrC1=C2C=3CC4(OCCO4)CCC3NC2=C(C=C1)Br